methyl (3E)-4-[1-[(2-chlorophenyl)methyl]-5-(3-methoxyphenyl)-1H-pyrazol-3-yl]-2,2-dimethylbut-3-enoate ClC1=C(C=CC=C1)CN1N=C(C=C1C1=CC(=CC=C1)OC)/C=C/C(C(=O)OC)(C)C